(E)-2-(4-(3-(2,6-dimethoxy-quinolin-3-yl)-3-oxo-1-propen-1-yl)-2,6-dimethyl-phenoxy)-2-methylpropionic acid COC1=NC2=CC=C(C=C2C=C1C(/C=C/C1=CC(=C(OC(C(=O)O)(C)C)C(=C1)C)C)=O)OC